(p-methoxyphenyl)acetonitrile COC1=CC=C(C=C1)CC#N